C(C#CCC)N1N=CC(=N1)C=1C=CC(=NC1)C(F)(F)F 5-[2-(2-Pentyn-1-yl)-2H-1,2,3-triazol-4-yl]-2-(trifluoromethyl)pyridine